VINYLETHER C(=C)OC=C